Methyl (R)-2-(4-(6-((4-cyano-2-fluorobenzyl)oxy)pyridin-2-yl)-2,5-difluorobenzyl)-1-(5-azaspiro[2.4]heptan-7-yl)-1H-indole-6-carboxylate C(#N)C1=CC(=C(COC2=CC=CC(=N2)C2=CC(=C(CC=3N(C4=CC(=CC=C4C3)C(=O)OC)[C@H]3CNCC34CC4)C=C2F)F)C=C1)F